2-(Methoxymethyl)-7-[4-[3-(trifluoromethyl)-2-pyridyl]piperazine-1-carbonyl]pyrazolo[1,5-a]pyrimidine-3-carboxamide COCC1=NN2C(N=CC=C2C(=O)N2CCN(CC2)C2=NC=CC=C2C(F)(F)F)=C1C(=O)N